[5-chloro-2-fluoro-3-(4,4,5,5-tetramethyl-1,3,2-dioxaborolan-2-yl)phenyl]butane-2-sulfonamide ClC=1C=C(C(=C(C1)CC(CC)S(=O)(=O)N)F)B1OC(C(O1)(C)C)(C)C